O1N=C(N=C1)C1NCC(N(C1)C(=O)N)C=1C=NC=CC1 5-(1,2,4-oxadiazolyl)(3-pyridinyl)piperazinecarboxamide